butylideneaniline C(CCC)=NC1=CC=CC=C1